FC=1C=C(C=NC1)[C@@H]([C@@H]1N([C@@H](CC1)CCC)C(=O)OC(C)(C)C)O tert-butyl (2R,5R)-2-((S)-(5-fluoropyridin-3-yl)(hydroxy)methyl)-5-propylpyrrolidine-1-carboxylate